OC(CC=1NC(NC1)=O)CNC1=CC(=CC=C1)SC 4-[2-hydroxy-3-(3-methylthiophenylamino)propyl]-1,3-dihydroimidazol-2-one